BrC1=C2C=C(N(C(C2=CC(=C1)C)=O)C)N1CCC(CC1)C 5-bromo-2,7-dimethyl-3-(4-methylpiperidin-1-yl)isoquinolin-1(2H)-one